C(C)(C)[C@H]1[C@H](N1)C(=O)OCC1=CC=CC=C1 benzyl (2S,3S)-3-isopropylaziridine-2-carboxylate